OC1=C2NC=NC2=NC=N1 L-6-hydroxypurine